BrC1=CC=C(C2=CC=CC=C12)C(=O)O 4-bromonaphthalene-1-carboxylic acid